methyl 3-((3-butyl-3-ethyl-5-(4-fluorophenyl)-7-(methylthio)-1,1-dioxido-2,3,4,5-tetrahydro-1,5-benzothiazepin-8-yl)oxy)-2-hydroxypropanoate C(CCC)C1(CS(C2=C(N(C1)C1=CC=C(C=C1)F)C=C(C(=C2)OCC(C(=O)OC)O)SC)(=O)=O)CC